(1S,3R)-3-[[4-(1H-indol-3-yl)-5-(trifluoromethyl)pyrimidin-2-yl]amino]-N'-(3-methylsulfonyl-2-pyridyl)cyclohexanecarbohydrazide N1C=C(C2=CC=CC=C12)C1=NC(=NC=C1C(F)(F)F)N[C@H]1C[C@H](CCC1)C(=O)NNC1=NC=CC=C1S(=O)(=O)C